C(CC)N1C(=NC=2N=C(NC2C1=O)C=1C=NN(C1)CC1=CC(=CC=C1)C(F)(F)F)C1=CC=C(C=C1)C(F)(F)F 1-Propyl-8-[1-(3-trifluoromethyl-benzyl)-1H-pyrazol-4-yl]-2-(4-trifluoromethyl-phenyl)-1,7-dihydro-purin-6-one